(5-(trifluoromethyl)pyridin-2-yloxy)aniline tert-butyl-4-[1-(2-ethoxy-2-oxoethyl)indazol-3-yl]piperidine-1-carboxylate C(C)(C)(C)OC(=O)N1CCC(CC1)C1=NN(C2=CC=CC=C12)CC(=O)OCC.FC(C=1C=CC(=NC1)ONC1=CC=CC=C1)(F)F